C(C)(C)C1=C(NC2=CC=C(C=C12)C1CCN(CC1)C1CCOCC1)C=1C(=C(C=2N(C1)C=NN2)C)C 6-(3-isopropyl-5-(1-(tetrahydro-2H-pyran-4-yl)piperidin-4-yl)-1H-indol-2-yl)-7,8-dimethyl-[1,2,4]triazolo[4,3-a]pyridine